2-ethoxy-6,9-diaminoacridine C(C)OC1=CC2=C(C3=CC=C(C=C3N=C2C=C1)N)N